furfuryl-glucose C(C1=CC=CO1)C(=O)[C@H](O)[C@@H](O)[C@H](O)[C@H](O)CO